3-((3-cyanobenzyl)oxy)-N-methoxy-N-methylbenzamide C(#N)C=1C=C(COC=2C=C(C(=O)N(C)OC)C=CC2)C=CC1